(5aR,5bS,7aS,10aS,10bR)-5a,7a-dimethyl-2-((4-hydroxyphenyl)amino)-4,5,5a,5b,6,7,7a,9,10,10a,10b,11,12,12a-tetradecahydro-8H-cyclopenta[7,8]phenanthro[2,1-d]thiazol-8-one C[C@@]12CCC=3N=C(SC3C2CC[C@H]2[C@H]3[C@](CC[C@H]12)(C(CC3)=O)C)NC3=CC=C(C=C3)O